CC1=NNC=C1C1=NC2=CC=C3C(=C2C=2CCCCC12)C=CN3 7-(3-methyl-1H-pyrazol-4-yl)-8,9,10,11-tetrahydro-3H-pyrrolo[3,2-a]phenanthridine